Cl.CC1(OB(OC1(C)C)C=1CNCCC1)C 4,4,5,5-tetramethyl-2-(3-1,2,5,6-tetrahydropyridyl)-1,3,2-dioxaborolane hydrochloride